CCC#CC(=O)Cl methyl-butynic chloride